C(C)(C)(C)C1=CC(=CC2=CC=CC=C12)C=1N=CC=C2C1SC(=C2C)C2=CC=C(C=C2)[Si](C)(C)C 7-(4-(tert-butyl)naphthalen-2-yl)-3-methyl-2-(4-(trimethylsilyl)phenyl)thieno[2,3-c]pyridine